BrC1=CN=C(C(=N1)CNC(=O)[C@H]1C[C@@H](CCC1)NC(OCC1=CC=CC=C1)=O)Cl Benzyl N-[(1R,3R)-3-[(6-bromo-3-chloro-pyrazin-2-yl)methylcarbamoyl]cyclohexyl]-carbamate